CN1CC(CC1)C1=NC=C(C(=C1)N)N=CC=1C=C2N=CC=NC2=CC1 (1-methylpyrrolidin-3-yl)-5-((quinoxalin-6-ylmethylene)amino)pyridin-4-amine